C1(=CC=CC=C1)S(=O)(=O)N1C=CC=2C1=NC=CC2C2=CC=C(N)C=C2 4-(1-(Phenylsulfonyl)-1H-pyrrolo[2,3-b]pyridine-4-yl)aniline